7-(5-((7-Fluoroquinazolin-4-yl)amino)pentyl)-5,7-diazaspiro[3.4]octane-6,8-dione FC1=CC=C2C(=NC=NC2=C1)NCCCCCN1C(NC2(CCC2)C1=O)=O